COC(COC(=O)N1CCN(CC1)C1=NC=2N(C=C1)N=CC2C=2C(=NC=CC2)OC)=O 4-(3-(2-methoxypyridin-3-yl)pyrazolo[1,5-a]pyrimidin-5-yl)piperazine-1-carboxylic acid 2-methoxy-2-oxoethyl ester